methyl 6-oxo-6-((1-phenethylpiperidin-4-yl)(phenyl)amino)hexanoate O=C(CCCCC(=O)OC)N(C1=CC=CC=C1)C1CCN(CC1)CCC1=CC=CC=C1